ClC=1C=NC(=NC1)C=1C=C(C(=NC1)C=1OC2=C(N1)C=C(C=C2)CCN=S(C(F)(F)F)=O)S(=O)(=O)CC [2-[5-(5-Chloropyrimidin-2-yl)-3-ethylsulfonyl-2-pyridyl]-1,3-benzoxazol-5-yl]ethyliminooxo(trifluoromethyl)-λ6-sulfan